Pentafluoro-beta-nitrostyrene FC1=C(C(=C(C(=C1C=C[N+](=O)[O-])F)F)F)F